2-(chloromethyl)-5-methoxypyrazine ClCC1=NC=C(N=C1)OC